C1CC12CCN(CC2)C2=C(C1=CC=CC=C1C(=C2)NS(=O)(=O)CCO)C(=O)NC=2C=C1C=CC=NC1=C(C2F)N2CCC(CC2)(F)F 2-{6-azaspiro[2.5]octane-6-yl}-N-[8-(4,4-difluoropiperidin-1-yl)-7-fluoroquinolin-6-yl]-4-(2-hydroxyethanesulfonylamino)naphthalene-1-carboxamide